1-(4-vinylbenzyl)-5,5'-dodecamethylenebis(1H-tetrazole) C(=C)C1=CC=C(CC(CCCCCCCCCCCC2=NN=NN2)C2=NN=NN2)C=C1